3-benzylidene-6-((5-tert-butyl-1-benzylimidazol-4-yl)methylene)piperazine-2,5-dione C(C1=CC=CC=C1)=C1C(NC(C(N1)=O)=CC=1N=CN(C1C(C)(C)C)CC1=CC=CC=C1)=O